CN1C(=NNC1=O)COC1=C(C(=O)N)C=CC=C1 (4-methyl-5-oxo-1H-1,2,4-triazol-3-yl)methoxybenzamide